C(C)(=O)[O-].[Co+2].C(C)(=O)[O-] Cobalt(II) acetat